5-(5-bromo-2,3-dihydro-1H-inden-1-yl)-5-azaspiro[2.5]Octane-8-carboxylic acid methyl ester COC(=O)C1CCN(CC12CC2)C2CCC1=CC(=CC=C21)Br